3'-Geranyl-2',4,4',6'-tetrahydroxychalcone C(\C=C(/C)\CCC=C(C)C)C=1C(=C(C(/C=C/C2=CC=C(C=C2)O)=O)C(=CC1O)O)O